palladium(2+) bis(ethane) CC.CC.[Pd+2]